FC(C1=C(OC2=CC=C(C=C2)C(C(F)(F)F)(C(F)(F)F)C2=CC=C(C=C2)OC2=C(C=C(C=C2)N)C(F)(F)F)C=CC(=C1)N)(F)F 2,2-bis[4-(2-trifluoromethyl-4-aminophenoxy)phenyl]hexafluoropropane